methyl-bis(beta-chloroethyl)amine hydrochloride Cl.CN(CCCl)CCCl